C(C)(C)(C)OC(=O)NCCCOC1=C(C=C(C=C1)C)[C@@]1([C@@H](C1)C1=NC(=CC=C1)Cl)C(=O)OC methyl (1R,2R)-1-[2-[3-(tert-butoxycarbonylamino)propoxy]-5-methyl-phenyl]-2-(6-chloro-2-pyridyl)cyclopropanecarboxylate